methyl-2,4-dichloroquinoline-3-carboxylic acid ethyl ester C(C)OC(=O)C=1C(=NC2=CC=CC(=C2C1Cl)C)Cl